platinum-cobalt-gold [Au].[Co].[Pt]